BrC=1C=CC=2N(C3=CC=C(C=C3OC2C1)Br)C(CN1CC2=NN(C=C2C1)S(=O)(=O)C)=O 1-(3,7-dibromophenoxazin-10-yl)-2-[2-methanesulfonyl-4H,6H-pyrrolo[3,4-c]pyrazol-5-yl]ethanone